(S)-quinuclidin-3-yl (5-(2,5-difluoro-4-methoxyphenyl)-2,2-dimethyl-2,3-dihydro-1H-inden-1-yl)carbamat FC1=C(C=C(C(=C1)OC)F)C=1C=C2CC(C(C2=CC1)NC(O[C@@H]1CN2CCC1CC2)=O)(C)C